(1S,2R)-2-(2-ethoxypyridin-3-yl)-1-(2-methoxy-5-methylphenyl)-N-(2-methylquinoline-5-sulfonyl)cyclopropane-1-carboxamide C(C)OC1=NC=CC=C1[C@@H]1[C@](C1)(C(=O)NS(=O)(=O)C=1C=2C=CC(=NC2C=CC1)C)C1=C(C=CC(=C1)C)OC